C(C1=CC=CC=C1)C(NC(CNC(CNC(OCC1=CC=CC=C1)=O)=O)=O)C(NCC(NCOCC(=O)[O-])=O)=O 11-benzyl-3,6,9,12,15-pentaoxo-1-phenyl-2,18-dioxa-4,7,10,13,16-pentaazaicosan-20-oate